1-[2-amino-6-(furan-3-yl)pyrimidin-4-yl]-1H-1,2,3-benzotriazol-5-ol NC1=NC(=CC(=N1)N1N=NC2=C1C=CC(=C2)O)C2=COC=C2